N1N=NN=C1C1=C(C=CC=C1)C1=CC=C(C=C1)COC1=CC(=NC2=CC=CC=C12)CC 4-((2'-(1H-tetrazol-5-yl)-[1,1'-biphenyl]-4-yl)methoxy)-2-ethylquinoline